2-(2,6-dioxopiperidin-3-yl)-5-((2-(ethylamino)-2,3-dihydro-1H-inden-1-yl)(methyl)amino)isoindoline-1,3-dione O=C1NC(CCC1N1C(C2=CC=C(C=C2C1=O)N(C)C1C(CC2=CC=CC=C12)NCC)=O)=O